dimethoxy-methyl-(3,3,3-trifluoropropyl)silane CO[Si](CCC(F)(F)F)(C)OC